racemic-1-(1-isopropyl-1H-pyrazol-4-yl)-3-(isoquinolin-4-yl)-2-oxoimidazoline-4-carbonitrile C(C)(C)N1N=CC(=C1)N1C(N([C@H](C1)C#N)C1=CN=CC2=CC=CC=C12)=O |r|